FCCCCCCCC[Si](OC)(OC)OC Fluorooctyltrimethoxysilane